NC=1C(=NC(=CN1)C1=CC=C(C=C1)C(=O)N1CCN(CC1)CCCC(=O)NC1=C2CN(C(C2=CC=C1)=O)C1C(NC(CC1)=O)=O)C(=O)NC1=CC=CC=C1 3-amino-6-(4-(4-(4-((2-(2,6-dioxopiperidin-3-yl)-1-oxoisoindolin-4-yl)amino)-4-oxobutyl)piperazine-1-carbonyl)phenyl)-N-phenylpyrazine-2-carboxamide